FC(C(=O)O)(F)F.FC(C(=O)O)(F)F.NCC(CC=1N(C(NN1)=O)C1=NC(=CC=C1)C=1C=NC(=CC1)N1CCNCC1)=C(F)F [2-(aminomethyl)-3,3-difluoro-allyl]-4-[6-(6-piperazin-1-yl-3-pyridinyl)-2-pyridinyl]-1,2,4-triazol-3-one bistrifluoroacetate salt